(R)-2-(4-chlorophenyl)-1-(4-((5R,7R)-7-hydroxy-5-methyl-6,7-dihydro-5H-cyclopenta[d]pyrimidin-4-yl)piperazin-1-yl)-3-(3-hydroxyazetidin-1-yl)propan-1-one ClC1=CC=C(C=C1)[C@@H](C(=O)N1CCN(CC1)C=1C2=C(N=CN1)[C@@H](C[C@H]2C)O)CN2CC(C2)O